(S)-6-chloro-8-(diethylamino)-3-(1-hydroxypropan-2-yl)pyrido[3,4-d]pyrimidin-4(3H)-one ClC1=CC2=C(N=CN(C2=O)[C@H](CO)C)C(=N1)N(CC)CC